6-{[4-(carboxymethyl)piperazine-1-carbonyl]amino}hexanoic acid C(=O)(O)CN1CCN(CC1)C(=O)NCCCCCC(=O)O